1-(1,3-thiazol-2-yl)propan-1-one S1C(=NC=C1)C(CC)=O